OC[C@H]1O[C@@H]([C@@H]([C@H]([C@@H]1O)O)O)O[C@@H](O)[C@@H]([C@H]([C@H](CCO)O)O)O (2R,3S,4S,5R,6R)-2-(hydroxymethyl)-6-[(2R,3R,4S,5S,6R)-3,4,5-trihydroxy-6-(hydroxymethyl)oxahex-2-yl]Oxyoxacyclohexane-3,4,5-triol